ClC1=CC=C(C=C1)CC1(CCN(CC1)C(=O)C=1C=CC2=C(NC(CO2)=O)C1)F 6-[4-[(4-chlorophenyl)methyl]-4-fluoropiperidine-1-carbonyl]-4H-1,4-benzoxazin-3-one